C1(=CC=C(C=C1)CC(CCNC(=O)OC(CC)=O)(C)C(=O)OCC)C1=CC=CC=C1.[Na].[Na].[Na] trisodium [3-(1S,3R)-1-biphenyl-4-ylmethyl-3-ethoxycarbonyl-1-butylcarbamoyl]propionate